CC[C@H](C)[C@@H](C(=O)NCC(=O)N[C@@H](CC1=CC=CC=C1)C(=O)N[C@@H](CCC(=O)O)C(=O)N[C@@H](C(C)C)C(=O)N[C@@H](CCC(=O)N)C(=O)N[C@@H](CCC(=O)O)C(=O)N[C@@H](CCC(=O)O)C(=O)O)NC(=O)[C@H]([C@@H](C)O)NC(=O)[C@H](C)NC(=O)[C@H](CCCCNC(=O)C2=CC=C(C=C2)C(F)(F)F)NC(=O)[C@H](CC(=O)O)NC(=O)C The molecule is a mimotope of the pyruvate dehydrogenase E2 component (PDC-E2) comprising a 4-(trifluoromethyl)benzoyl group linked to the lipoated PDC-E2 core dodecapeptide (DKATIGFEVQEE) at N-6 of lysine. It has a role as a mimotope. It is a polypeptide and a lipopeptide.